C(#N)C1=CC=C(C=C1)C1=NN2C(=NC=3C=CC=CC3C2=N1)N[C@@H](C(=O)N)CC (2R)-2-{[2-(4-cyanophenyl)[1,2,4]triazolo[1,5-c]quinazolin-5-yl]amino}butanamide